[N-](S(=O)(=O)C(F)(F)F)S(=O)(=O)C(F)(F)F.COCC[N+](C)(CC)CC N-methoxyethyl-N,N-diethyl-N-methylammonium bistrifluoromethanesulfonimide salt